C(C)(C)(C)C1=NN(C(=C1)N)C1=CC=C(C=C1)CN(C)C 3-(tert-butyl)-1-(4-((dimethylamino)methyl)phenyl)-1H-pyrazol-5-amine